2-allyl-6-(methylthio)-1-(pyridin-2-yl)-1,2-dihydro-3H-pyrazolo[3,4-d]pyrimidin-3-one C(C=C)N1N(C2=NC(=NC=C2C1=O)SC)C1=NC=CC=C1